(S)-5-bromo-N-(1-hydroxypropan-2-yl)picolinamide BrC=1C=CC(=NC1)C(=O)N[C@H](CO)C